CN1CN=C(C=C1)C 3,6-dimethylpyrimidine